O1CCC(CC1)C=1C=C(C=CC1)NC1=CC2=C(C=N1)C=C(N2)C2=CC(=NC=C2)C#N 4-(6-((3-(Tetrahydro-2H-pyran-4-yl)phenyl)amino)-1H-pyrrolo[3,2-c]pyridin-2-yl)picolinonitrile